2,5-dibromo-benzenedicarbaldehyde BrC1(C(C=C(C=C1)Br)C=O)C=O